C(C)N1CC(C1)(OC1=C(C(=CC(=C1F)F)F)F)C 1-ethyl-3-methyl-3-(2,3,5,6-tetrafluorophenoxy)azetidine